[(2E,4E,6E,8E)-3,7-Dimethyl-9-(2,6,6-trimethylcyclohex-1-en-1-yl)nona-2,4,6,8-tetraenyl] hexadecanoat C(CCCCCCCCCCCCCCC)(=O)OC\C=C(\C=C\C=C(\C=C\C1=C(CCCC1(C)C)C)/C)/C